C(C)(SCC1=CC(=C(C=C1)CO[Si](C)(C)C(C)(C)C)C)=O S-(4-(((tert-butyldimethylsilyl)oxy)methyl)-3-methylbenzyl) ethanethioate